(6-chloro-1-(cyclopropylmethyl)-5-fluoro-1H-indol-2-yl)methanol ClC1=C(C=C2C=C(N(C2=C1)CC1CC1)CO)F